8-Cyclopentyl-2-[5-(3,5-dimethyl-piperazine-1-sulfonyl)-pyridin-2-ylamino]-6-ethyl-8H-pyrido[2,3-d]pyrimidin-7-one C1(CCCC1)N1C(C(=CC2=C1N=C(N=C2)NC2=NC=C(C=C2)S(=O)(=O)N2CC(NC(C2)C)C)CC)=O